3-(6-bromo-2-pyridinyl)-1H-benzimidazol-2-one BrC1=CC=CC(=N1)N1C(NC2=C1C=CC=C2)=O